(7,7-dimethyl-7H-benzo[de]anthracen-3-yl)boronic acid CC1(C=2C=CC=CC2C2=C3C(C=CC=C13)=C(C=C2)B(O)O)C